C(C)N1N=NC2=C1C=CC(=C2C)\C(=C/C(=O)OCC)\C2=NC(=C(C=C2)C)CO Ethyl (E)-3-(1-ethyl-4-methyl-1H-benzo[d][1,2,3]triazol-5-yl)-3-(6-(hydroxymethyl)-5-methylpyridin-2-yl)acrylate